8-Methyl-N-[(2S)-tetrahydrofuran-2-ylmethyl]-2-{[6-(Trifluoromethyl)pyridin-2-yl]methyl}-4,5-dihydro-2H-furo[2,3-g]indazol-7-carboxamid CC1=C(OC=2CCC3=CN(N=C3C21)CC2=NC(=CC=C2)C(F)(F)F)C(=O)NC[C@H]2OCCC2